N2-(2-(1-(Cyclopropylsulfonyl)-1H-pyrazol-4-yl)pyrimidin-4-yl)-5-((2-cyclopropylthiazol-4-yl)ethynyl)-N4-isopropylpyridine-2,4-diamine C1(CC1)S(=O)(=O)N1N=CC(=C1)C1=NC=CC(=N1)NC1=NC=C(C(=C1)NC(C)C)C#CC=1N=C(SC1)C1CC1